6-((1-(2,3-dihydro-1H-inden-5-yl)ethyl)amino)-3-isopropyl-1,3,5-triazine-2,4(1H,3H)-dione C1CCC2=CC(=CC=C12)C(C)NC1=NC(N(C(N1)=O)C(C)C)=O